1-bromo-2,3-difluorobenzene BrC1=C(C(=CC=C1)F)F